3-((2-(tert-butoxycarbonyl)-1,2,3,4-tetrahydroisoquinolin-6-yl)amino)propanoic acid C(C)(C)(C)OC(=O)N1CC2=CC=C(C=C2CC1)NCCC(=O)O